tert-Butyl (2-((5-bromo-3-(methylsulfonamido) pyridin-2-yl)oxy)ethyl)(2,2,2-trifluoroethyl)carbamate BrC=1C=C(C(=NC1)OCCN(C(OC(C)(C)C)=O)CC(F)(F)F)NS(=O)(=O)C